2-Methyl-2-(4-((2-oxo-3-(4-(trifluoromethyl)phenyl)imidazolin-1-yl)methyl)phenoxy)propanoic acid ethyl ester C(C)OC(C(C)(OC1=CC=C(C=C1)CN1C(N(CC1)C1=CC=C(C=C1)C(F)(F)F)=O)C)=O